C(CCC\C=C/C\C=C/C\C=C/C\C=C/C\C=C/CC)OC(C(=O)OCC(COC(C(CC)OCCCC\C=C/C\C=C/C\C=C/C\C=C/C\C=C/CC)=O)OC(C(CC)OCCCC\C=C/C\C=C/C\C=C/C\C=C/C\C=C/CC)=O)CC propane-1,2,3-triyl tris(2-(((5Z,8Z,11Z,14Z,17Z)-icosa-5,8,11,14,17-pentaen-1-yl)oxy)butanoate)